1-tetrahydropyran-2-yl-4-(2,3,4,5-tetrahydropyridin-6-yl)benzimidazole O1C(CCCC1)N1C=NC2=C1C=CC=C2C=2CCCCN2